C(C)(C)(C)OC(=O)NC1(CC2=CC(=CC=C2CC1)OC1=C(C=CC=C1)C1=C(C(=CC(=C1)F)F)F)C(=O)OC methyl 2-((tert-butoxycarbonyl) amino)-7-((2',3',5'-trifluoro-[1,1'-biphenyl]-2-yl) oxy)-1,2,3,4-tetrahydronaphthalene-2-carboxylate